1,2-bis(3-amino-4-hydroxyphenyl)ethane NC=1C=C(C=CC1O)CCC1=CC(=C(C=C1)O)N